[Na+].ClC=1N(C2=C(C(=CC=C2C1SC=1C(=C(C(=O)[O-])C=CC1)F)Cl)F)C=1C=NN(C1)CC 3-((2,6-dichloro-1-(1-ethyl-1H-pyrazol-4-yl)-7-fluoro-1H-indol-3-yl)thio)-2-fluorobenzoic acid sodium salt